NC[C@@H](C(=O)N)N1C(C(=C(C1=O)SC1=CC=CC=C1)SC1=CC=CC=C1)=O (S)-3-amino-2-(2,5-dioxo-3,4-bis(phenylthio)-2,5-dihydro-1H-pyrrol-1-yl)propanamide